BrC=1C=CC(=C(C1)C)C1=NOC(=N1)COC=1C(=CC(=C(C1)N1C(C=2CCCCC2C1=O)=O)F)Cl 2-(5-((3-(5-bromo-2-tolyl)-1,2,4-oxadiazole-5-yl)methoxy)-4-chloro-2-fluorophenyl)-4,5,6,7-tetrahydro-1H-isoindole-1,3(2H)-dione